NC1CCC(CC1)CCNC=1C=NC(=NC1)N1CCC(CC1)C(C)C N-(2-((1r,4r)-4-aminocyclohexyl)ethyl)-2-(4-isopropylpiperidin-1-yl)pyrimidin-5-amine